C(#N)[C@H](CC1=C(C=C(C=C1)C=1C=CC2=C(N(C(O2)=O)C)C1)F)NC(=O)[C@H]1OC[C@](CNC1)(C)O |o1:28| (2S,6R*)-N-[(1S)-1-cyano-2-[2-fluoro-4-(3-methyl-2-oxo-2,3-dihydro-1,3-benzoxazol-5-yl)phenyl]ethyl]-6-hydroxy-6-methyl-1,4-oxazepane-2-carboxamide